N-(2,3-dioleoxy)propyl-N,N,N-trimethyl-ammonium chloride [Cl-].C(CCCCCCC\C=C/CCCCCCCC)OC(C[N+](C)(C)C)COCCCCCCCC\C=C/CCCCCCCC